3,3',3''-((nitrilotris(methylene))tris(pyrrolo[3,4-b]pyrrole-4,3-diyl))tris(2-(pyrrolidin-3-yl)propanoic acid) N(CC=1N=CC2=NC=C(C21)CC(C(=O)O)C2CNCC2)(CC=2N=CC1=NC=C(C12)CC(C(=O)O)C1CNCC1)CC=1N=CC2=NC=C(C21)CC(C(=O)O)C2CNCC2